N-(2-((Dimethylamino)methyl)quinolin-8-yl)-1-(tetrahydro-2H-pyran-4-yl)methanesulfonamide CN(C)CC1=NC2=C(C=CC=C2C=C1)NS(=O)(=O)CC1CCOCC1